ClC=1C(=CC(=C(OCCN2CCCC2)C1)C=1OC2=C(C=CC=C2C(C1)=O)Cl)C (2S)-1-[2-[5-Chloro-2-(8-chloro-4-oxochromen-2-yl)-4-methylphenoxy]ethyl]pyrrolidin